5-(2-(dimethylamino)pyrimidin-5-yl)-N-(pyridin-4-yl)-1H-indazole-3-carboxamide CN(C1=NC=C(C=N1)C=1C=C2C(=NNC2=CC1)C(=O)NC1=CC=NC=C1)C